COC(C(C(=O)OC)[C@@H](C[N+](=O)[O-])C1=C(C=C(C(=C1)F)OC)F)=O |o1:8| (R*)-2-[1-(2,5-difluoro-4-methoxyphenyl)-2-nitroethyl]malonic acid dimethyl ester